4-methyl-1H-pyrazole-4-carboxamide CC1(C=NNC1)C(=O)N